C(#C)C1=C(C=C(C=C1)C(=O)N1CC2(C1)CC(C2)N(C=2C1=C(N=CN2)NC=C1)C)F (4-Ethynyl-3-fluorophenyl)(6-(methyl(7H-pyrrolo[2,3-d]pyrimidin-4-yl)amino)-2-azaspiro[3.3]heptan-2-yl)methanon